CC(CCCN)C(CCCN)C 4,5-dimethyloctane-1,8-diamine